bis(p-isopropylphenyl)carbodiimide C(C)(C)C1=CC=C(C=C1)N=C=NC1=CC=C(C=C1)C(C)C